FC(C=1C=C(C=CC1)C(C)=O)(C1OCCC1)F 1-(3-(difluoro(tetrahydrofuran-2-yl)methyl)phenyl)ethan-1-one